methyl perfluoro-butyl ether FC(C(C(C(F)(F)F)(F)F)(F)F)(F)OC